FC(C=CC)(C(C(F)(F)F)(F)F)F 4,4,5,5,6,6,6-heptafluoro-2-hexene